tert-butyl 2-oxo-7-({[(1s,4s)-4-(6-{[5-(tert-butoxy)-5-oxopentyl]oxy}pyridin-2-yl)cyclohexyl]oxy}methyl)-4-oxa-1,8-diazaspiro[5.5]undecane-8-carboxylate O=C1NC2(COC1)C(N(CCC2)C(=O)OC(C)(C)C)COC2CCC(CC2)C2=NC(=CC=C2)OCCCCC(=O)OC(C)(C)C